4-benzylbiphenyl C(C1=CC=CC=C1)C1=CC=C(C=C1)C1=CC=CC=C1